5-(benzofuran-2-yl)-2-(difluoromethoxy)-8-methylquinoxaline O1C(=CC2=C1C=CC=C2)C2=C1N=CC(=NC1=C(C=C2)C)OC(F)F